C(C1=CC=CC=C1)OC=1C(=CC2=C(C(=CC=C2C1)OC)F)C(=O)O 3-(benzyloxy)-8-fluoro-7-methoxynaphthalene-2-carboxylic acid